2-bromo-1,3-dimethoxy-5-(methylsulfonyl)benzene BrC1=C(C=C(C=C1OC)S(=O)(=O)C)OC